3-(2-Aminoethyl)-2-methyl-4-oxo-3,4-dihydroquinazolin NCCN1C(=NC2=CC=CC=C2C1=O)C